CN(CCOC=1C=CC(=C(C(=O)N[C@H](C)C2=CC(=CC(=C2)N2N=CN=C2C(F)(F)F)C=2C=NN(C2)C)C1)C)C (R)-5-(2-(dimethylamino)ethoxy)-2-methyl-N-(1-(3-(1-methyl-1H-pyrazol-4-yl)-5-(5-(trifluoromethyl)-1H-1,2,4-triazol-1-yl)phenyl)ethyl)benzamide